CC1=C(CP(C2=CC=CC=C2)(CC2=C(C=C(C=C2C)C)C)=O)C(=CC(=C1)C)C bis(2,4,6-trimethyl-benzyl)phenyl-phosphine oxide